ClC1=C(C(=CC=C1)Cl)N1N=C(C(=C1)NC1=CC=C(C=C1)C1=NN=CN1C)C(=O)N 1-(2,6-dichlorophenyl)-4-((4-(4-methyl-4H-1,2,4-triazol-3-yl)phenyl)amino)-1H-pyrazole-3-carboxamide